COC1=C2C(C=C(OC2=CC=C1[Sn](CCCC)(CCCC)CCCC)C(=O)OC)=O Methyl 5-Methoxy-4-oxo-6-(tributylstannyl)-4H-chromene-2-carboxylate